O=C1N(C(OC1)C=1C=C(C(=O)NCCOCC2=CC=CC=C2)C=CC1)C1=CC=CC=C1 3-(4-oxo-3-phenyloxazolidin-2-yl)-N-(2-(benzyloxy)ethyl)-benzamide